(1-(4-bromo-3-methylphenyl)piperidin-4-yl)methanol BrC1=C(C=C(C=C1)N1CCC(CC1)CO)C